OC(C[O-])(C)C.[Na+] sodium 2-hydroxy-2-methylpropoxide